ClC1=NC(=NC(=C1)C1=C(C=CC=C1C)C)NS(=O)(=O)C1=CC(=CC=C1)C(=O)N1CC(CCC2=C1C=CC=C2)O N-[4-Chloro-6-(2,6-dimethylphenyl)pyrimidin-2-yl]-3-(3-hydroxy-2,3,4,5-tetrahydro-1-benzazepine-1-carbonyl)benzenesulfonamide